4-(3-Chloropropoxy)-3-iodophenethyl acetate C(C)(=O)OCCC1=CC(=C(C=C1)OCCCCl)I